C(C)C=1C=C(C=CC1C#CC1=CC=C(C=C1)CCC)C#CC1=CC=C(N)C=C1 4-((3-ethyl-4-((4-n-propylphenyl)ethynyl)phenyl)ethynyl)aniline